D-2-aminocaproic acid N[C@@H](C(=O)O)CCCC